7-((2R,3R,4S,5R)-5-((R)-(4-chlorophenyl)(hydroxy)methyl)-3,4-dihydroxy-4-methyltetrahydrofuran-2-yl)-1H-pyrrolo[2,3-d]pyrimidin-4(7H)-one O-methyl oxime CON=C1C2=C(NC=N1)N(C=C2)[C@@H]2O[C@@H]([C@@]([C@H]2O)(C)O)[C@H](O)C2=CC=C(C=C2)Cl